ClC1=C(\C=C\2/CN(C\C(\C2=O)=C/C2=C(C=CC=C2)Cl)C(CCCC(=O)NC=2SC(=NN2)S)=O)C=CC=C1 5-(3,5-Bis((E)-2-chlorobenzylidene)-4-oxopiperidin-1-yl)-5-oxo-N-(5-sulfanyl-1,3,4-thiadiazol-2-yl)pentanamide